Raffinose hydrate C([C@@H]1[C@@H]([C@@H]([C@H]([C@H](O1)OC[C@@H]2[C@H]([C@@H]([C@H]([C@H](O2)O[C@]3([C@H]([C@@H]([C@H](O3)CO)O)O)CO)O)O)O)O)O)O)O.O